Carbobenzoxypiperazine C(=O)(OCC1=CC=CC=C1)N1CCNCC1